Benzyloxy carbamate C(N)(OOCC1=CC=CC=C1)=O